CC1(N[SH4]C2=C1C=CC(=C2)C2=NNC1=NC=C(C=C12)C=1C=CC2=C(CCC(CC2)N2[C@@H](CCC2)C)C1)C 3,3-Dimethyl-6-(5-{7-[(2R)-2-methylpyrrolidin-1-yl]-6,7,8,9-tetrahydro-5H-benzo[7]annulen-2-yl}-1H-pyrazolo[3,4-b]pyridin-3-yl)-2,3-dihydro-1λ6,2-benzothiazole